(5-(3-Chloro-4-fluoro-5-methoxyphenyl)isoxazol-3-yl)methanol ClC=1C=C(C=C(C1F)OC)C1=CC(=NO1)CO